methyl 3-(4-acetyl-6,6-diethoxy-5-oxo-hexoxy)-4-fluoro-benzoate C(C)(=O)C(CCCOC=1C=C(C(=O)OC)C=CC1F)C(C(OCC)OCC)=O